C1(CC1)N1C=C(C(C2=CC=C(C(=C12)C)C=1C=NC(=C(C1)C)NC)=O)C(=O)O 1-cyclopropyl-8-methyl-7-[5-methyl-6-(methylamino)pyridin-3-yl]-4-oxo-1,4-dihydro-quinoline-3-carboxylic acid